OC[C@]12CCC(C=C1CC[C@H]1[C@@H]3CCC([C@@]3(C)CC[C@H]21)=O)=O 19-hydroxyandrost-4-ene-3,17-dione